cyclohexyl-(6-methoxy-2-(2-(methoxymethyl)-7-methylquinoxalin-5-yl)benzo[d]thiazol-4-yl)methanol C1(CCCCC1)C(O)C1=CC(=CC2=C1N=C(S2)C2=C1N=CC(=NC1=CC(=C2)C)COC)OC